4-ETHYLTHIOPHEN-2-YLBORONIC ACID C(C)C=1C=C(SC1)B(O)O